CCCCCCCCCCCCCCCC(=O)OC[C@H](COP(=O)([O-])OCC[N+](C)(C)C)OC(=O)CCC/C=C\\C/C=C\\C/C=C\\C/C=C\\CCCCC The molecule is a phosphatidylcholine 36:4 in which the 1- and 2-acyl groups are specified as hexadecanoyl (palmitoyl) and 5Z,8Z,11Z,14Z-eicosatetraenoyl (arachidonoyl) respectively. It has a role as a mouse metabolite. It is a phosphatidylcholine 36:4 and a 1-acyl-2-arachidonoyl-sn-glycero-3-phosphocholine. It derives from an arachidonic acid and a hexadecanoic acid.